(3-{2-[(3,5-dimethylphenyl)amino]pyrimidin-4-yl}-1-methyl-1H-pyrazol-5-yl)(piperazin-1-yl)methanone hydrochloride Cl.CC=1C=C(C=C(C1)C)NC1=NC=CC(=N1)C1=NN(C(=C1)C(=O)N1CCNCC1)C